2-methylpropane-2-Sulfinamide CC(C)(C)S(=O)N